2'H,4'H,7'H-spiro[azetidine-3,3'-pyrrolo[3,4-b][1,4,5]oxathiazepine]-6'-carboxamide 1',1'-dioxide S1(C=2C(OCC3(N1)CNC3)=C(NC2)C(=O)N)(=O)=O